CS(=O)C1=CC(=NC=C1)NC(C)=O N-[4-(methylsulfinyl)-pyridin-2-yl]-acetamide